BrC=1C=C(C(=NC1)F)C1=CC=CC=2N1N=CC2C(=O)N2CCCCC2 (7-(5-bromo-2-fluoropyridin-3-yl)pyrazolo[1,5-a]pyridin-3-yl)(piperidin-1-yl)methanone